4-(4-(3,8-diazabicyclo-[3.2.1]-octan-3-yl)-6-meth-oxy-2-((tetrahydro-1H-pyrrolizin-7a(5H)-yl)meth-oxy)pyrido[3,2-d]pyrimidin-7-yl)naphthalen-2-ol C12CN(CC(CC1)N2)C=2C1=C(N=C(N2)OCC23CCCN3CCC2)C=C(C(=N1)OC)C1=CC(=CC2=CC=CC=C12)O